N-[3-[2-(difluoromethoxy)-5-[4-[[rac-(2S)-2-(hydroxymethyl)pyrrolidin-1-yl]methyl]phenoxy]phenyl]-1-methyl-pyrazol-4-yl]pyrazolo[1,5-a]pyrimidine-3-carboxamide FC(OC1=C(C=C(C=C1)OC1=CC=C(C=C1)CN1[C@@H](CCC1)CO)C1=NN(C=C1NC(=O)C=1C=NN2C1N=CC=C2)C)F |r|